5,7-dimethyl-4'-acetoxyflavone CC1=C2C(C=C(OC2=CC(=C1)C)C1=CC=C(C=C1)OC(C)=O)=O